OCC1=C2C(=NC=C1)N(N=C2CNC(=O)C2=CCC2)C2=CC=C(C=C2)OC(F)(F)F N-((4-(Hydroxymethyl)-1-(4-(trifluoromethoxy)phenyl)-1H-pyrazolo[3,4-b]pyridin-3-yl)methyl)cyclobut-1-enecarboxamide